BrC1=CC(=C(C=C1)NS(=O)(=O)C1=C(C=CC=C1)F)F N-(4-bromo-2-fluorophenyl)-2-fluorobenzenesulfonamide